7-amino-1,2-dihydro-1,8-naphthyridin-2-one NC1=CC=C2C=CC(NC2=N1)=O